cis-3-amino-1-cyclobutyl-carbamic acid tert-butyl ester C(C)(C)(C)OC(N[C@@H]1C[C@@H](C1)N)=O